tert-butyl-3-(((5-chloro-2-((1,2,3,4-tetrahydroisoquinolin-6-yl)amino)pyrimidin-4-yl)amino)methyl)benzenesulfonamide C(C)(C)(C)C1=C(C=CC=C1CNC1=NC(=NC=C1Cl)NC=1C=C2CCNCC2=CC1)S(=O)(=O)N